2-Ethyl-N4-(furan-2-ylmethyl)quinazoline-2,4-diamine C(C)C1(NC2=CC=CC=C2C(=N1)NCC=1OC=CC1)N